C(C)OC(=O)C=1NC(NC(C1/N=C/OCC)=O)=O (E)-5-((ethoxymethylene)amino)-2,6-dioxo-1,2,3,6-tetrahydropyrimidine-4-carboxylic acid ethyl ester